C(C1CO1)OC1=C(C2=CC=CC=C2C=C1)CC1=C(C=CC2=CC=CC=C12)OCC1CO1 bis(2-glycidyloxy-1-naphthyl)methane